3-iodo-1-(4-(trifluoromethyl)phenyl)propan-1-one ICCC(=O)C1=CC=C(C=C1)C(F)(F)F